hydrazine hydrate O.NN